phenoxy-1H-benzo[d]imidazol-5-amine O(C1=CC=CC=C1)N1C=NC2=C1C=CC(=C2)N